CON=C1[C@@H]([C@H](CC12CCN(CC2)C(=O)OCC2=CC=CC=C2)C)C(F)(F)F benzyl (2R,3S)-1-(methoxyimino)-3-methyl-2-(trifluoromethyl)-8-azaspiro[4.5]decane-8-carboxylate